ClC1=NC(=CC(=C1)C1=C(N=C(S1)NC(=O)N1C[C@H](NCC1)C(C)(C)O)C1=CC(=CC=C1)C#N)CC (3S)-N-[5-(2-chloro-6-ethyl-4-pyridyl)-4-(3-cyanophenyl)thiazol-2-yl]-3-(1-hydroxy-1-methyl-ethyl)piperazine-1-carboxamide